2-[3-(2-methyl-5-nitro-phenyl)sulfanylpropyl]pyridine CC1=C(C=C(C=C1)[N+](=O)[O-])SCCCC1=NC=CC=C1